C(CC)C1=NC(=NN1)CCCCCC1=NNC(=N1)CCC 3,3'-pentamethylenebis(5-propyl-1H-1,2,4-triazole)